6-(5-bromopyridin-3-yl)-2-oxa-6-azaspiro[3.3]heptane BrC=1C=C(C=NC1)N1CC2(COC2)C1